2-benzoyl-7-chloroquinazolin C(C1=CC=CC=C1)(=O)C1=NC2=CC(=CC=C2C=N1)Cl